8-isopropyl-1,3,4,5-tetrahydropyrido[4,3-b]indol C(C)(C)C1=CC=2C3=C(NC2C=C1)CCNC3